COCC1=C(N)C(=CC=C1)COC 2,6-dimethoxymethyl-aniline